(R)-4-(Cyclobutanesulfonamido)-N-(6-(2-methylmorpholino)pyridin-2-yl)-2-(6-azaspiro[2.5]octan-6-yl)benzamide C1(CCC1)S(=O)(=O)NC1=CC(=C(C(=O)NC2=NC(=CC=C2)N2C[C@H](OCC2)C)C=C1)N1CCC2(CC2)CC1